2-(2,4-difluorophenyl)-1-(1H-1,2,4-triazol-1-yl)butan-2-ol FC1=C(C=CC(=C1)F)C(CN1N=CN=C1)(CC)O